ClC=1C=2N(C=C(C1)NC(=O)NC=1C(=C3C(=NC1)SC(=N3)C)C3CC3)N=CN2 1-(8-chloro-[1,2,4]triazolo[1,5-a]pyridin-6-yl)-3-(7-cyclopropyl-2-methylthiazolo[5,4-b]pyridin-6-yl)urea